4-(4-(bis(4-fluorophenyl)methyl)piperazin-1-yl)-3-nitroquinolin-2(1H)-one FC1=CC=C(C=C1)C(N1CCN(CC1)C1=C(C(NC2=CC=CC=C12)=O)[N+](=O)[O-])C1=CC=C(C=C1)F